1,3-dimethyl-4-(2-chloro-3-methoxymethyl-4-methylsulfonyl-benzoyl)-5-hydroxypyrazole CN1N=C(C(=C1O)C(C1=C(C(=C(C=C1)S(=O)(=O)C)COC)Cl)=O)C